1,3-bis[3-ethoxypropyl]imidazolium acrylate C(C=C)(=O)[O-].C(C)OCCCN1C=[N+](C=C1)CCCOCC